BrC1=CC=C(C=C1)C#CC1=C(C=C(C=C1F)CC)F 2-[(4-bromophenyl)ethynyl]-5-ethyl-1,3-difluorobenzene